6-(2,6-difluoro-4-(6-fluoro-1-(methyl-d3)-1H-indazol-4-yl)benzyl)-6,7-dihydro-5H-pyrrolo[3,4-b]pyridin-5-one-7,7-d2 FC1=C(CN2C(C3=NC=CC=C3C2=O)([2H])[2H])C(=CC(=C1)C1=C2C=NN(C2=CC(=C1)F)C([2H])([2H])[2H])F